S1(N=CC=C1)(=O)=O Isothiazole-1,1-dioxide